(S)-8-(2-amino-6-((R)-1-(3',5-dichloro-4'-ethoxy-[1,1'-biphenyl]-2-yl)-2,2,2-trifluoroethoxy)pyrimidin-4-yl)-2,8-diazaspiro[4.5]decane-3-carboxylic acid NC1=NC(=CC(=N1)N1CCC2(C[C@H](NC2)C(=O)O)CC1)O[C@@H](C(F)(F)F)C1=C(C=C(C=C1)Cl)C1=CC(=C(C=C1)OCC)Cl